OC1C(C(OC2C1OC(OC2)C2=CC=CC=C2)OC2=CC=C(C=C2)C=CC(C2=CC=CC=C2)=O)NC(C)=O N-[8-Hydroxy-6-[4-(3-oxo-3-phenylprop-1-enyl)phenoxy]-2-phenyl-4,4a,6,7,8,8a-hexahydropyrano[3,2-d][1,3]dioxin-7-yl]acetamide